C=1C=NN2CCOC3=C(C21)C=C(C=N3)NS(=O)(=O)C3=C(C=CC(=C3)F)OCC N-(5,6-dihydropyrazolo[1,5-d]pyrido[3,2-f][1,4]oxazepin-10-yl)-2-ethoxy-5-fluorobenzenesulfonamide